N1C(NC=C1)=O 1H-imidazol-2(3H)-one